ClC1=C(OCC=2OC(=CN2)C(=O)N2C[C@@H](N(CC2)CC2=NC3=C(N2CC2=CN=CN2CC)C=C(C=C3)C(=O)O)C)C=CC(=C1)Cl 2-{[(2S)-4-{2-[(2,4-dichlorophenoxy)methyl]-1,3-oxazole-5-carbonyl}-2-methylpiperazin-1-yl]methyl}-1-[(1-ethyl-1H-imidazol-5-yl)methyl]-1H-1,3-benzodiazole-6-carboxylic acid